4-bromo-3,5-dimethoxybenzene BrC1=C(C=CC=C1OC)OC